6-fluoro-4-(4-(2-methoxy-5-(trifluoromethyl)phenoxy)piperidin-1-yl)-1-methyl-3-nitroquinolin-2(1H)-one FC=1C=C2C(=C(C(N(C2=CC1)C)=O)[N+](=O)[O-])N1CCC(CC1)OC1=C(C=CC(=C1)C(F)(F)F)OC